N,N,4-trimethylpyridine-2,3-diamine CN(C1=NC=CC(=C1N)C)C